P(=S)([S-])([O-])[O-].[NH4+].C(C)C1=C(C(=C(C=C1)[Co+2]C1=CC=CC=C1)CC)CC triethyldiphenylcobalt ammonium dithiophosphate